tert-butyl (2-oxo-1,2,3,4,5,6-hexahydrobenzo[b]azocin-3-yl)carbamate O=C1C(CCCC2=C(N1)C=CC=C2)NC(OC(C)(C)C)=O